COC=1C=C(C=CC1)C(C)C=1N=C(C2=C(N1)OC(=C2C(=O)N)C)NC2(CC2)C [1-(3-methoxyphenyl)ethyl]-6-methyl-4-[(1-methylcyclopropyl)amino]furo[2,3-d]pyrimidine-5-carboxamide